2,2'-(1,4-phenylene)-bis[4-sulfydryl-1,3,2-dioxaborolan] C1(=CC=C(C=C1)B1OCC(O1)S)B1OCC(O1)S